C(C)(C)(C)OC(NC1=C(C=C(C=C1)C=1C=NC=NC1)N)=O N-(2-amino-4-pyrimidin-5-yl-phenyl)carbamic acid tert-butyl ester